COC=1C=C2[C@]3(C(NC2=CC1)=O)[C@@H](C3)C3=CC=C1C(=NNC1=C3)NC3=NC(=CN=C3OC)C (1R,2S)-5'-methoxy-2-{3-[(3-methoxy-6-methylpyrazin-2-yl)amino]-1H-indazol-6-yl}-1'H-spiro[cyclopropane-1,3'-indol]-2'-one